C(C)OC(=O)C1=C(SC(=C1C)C1=NSC=N1)N 2-amino-4-methyl-5-(1,2,4-thiadiazol-3-yl)thiophene-3-carboxylic acid ethyl ester